FC(C=1N=CN(C1)CC1CC2(CN(C2)C(=O)N2C[C@H]3[C@H](OCC(N3)=O)CC2)C1)(F)F (4aS,8aR)-6-[6-[[4-(trifluoromethyl)imidazol-1-yl]methyl]-2-azaspiro[3.3]heptane-2-carbonyl]-4,4a,5,7,8,8a-hexahydropyrido[4,3-b][1,4]oxazin-3-one